(E)-3-(3-(benzyloxy)phenyl)-1-(5-hydroxy-7-methoxy-2,2-dimethyl-2H-chromen-6-yl)prop-2-en-1-one C(C1=CC=CC=C1)OC=1C=C(C=CC1)/C=C/C(=O)C=1C(=C2C=CC(OC2=CC1OC)(C)C)O